(R)-2-((2-(4-(2-(dimethylamino)ethoxy)pyridin-2-yl)-6,7-dihydro-5H-cyclopenta[d]pyrimidin-4-yl)(methyl)amino)-N-(tetrahydrofuran-3-yl)acetamide CN(CCOC1=CC(=NC=C1)C=1N=C(C2=C(N1)CCC2)N(CC(=O)N[C@H]2COCC2)C)C